BrC1=C(SC(=C1Br)C)S(=O)(=O)Cl 3,4-dibromo-5-methyl-thiophene-2-sulfonyl chloride